N-(3-(2-(2-hydroxyethoxy)-6-morpholinopyridin-4-yl)-4-methylphenyl)-2-(trifluoromethyl)-isonicotinamide OCCOC1=NC(=CC(=C1)C=1C=C(C=CC1C)NC(C1=CC(=NC=C1)C(F)(F)F)=O)N1CCOCC1